2,4-dichlorophenoxynitrobenzene 1,1,1,3,3,3-Hexafluoropropan-2-yl-4-(2-(5-acetylhexahydropyrrolo[3,4-c]pyrrol-2(1H)-yl)-4-(trifluoromethyl)benzyl)piperazine-1-carboxylate FC(C(C(F)(F)F)OC(=O)N1CCN(CC1)CC1=C(C=C(C=C1)C(F)(F)F)N1CC2CN(CC2C1)C(C)=O)(F)F.ClC1=C(OC2=C(C=CC=C2)[N+](=O)[O-])C=CC(=C1)Cl